methyl-ditetradecyl-ammonium tetrakis(pentafluorophenyl)borate FC1=C(C(=C(C(=C1[B-](C1=C(C(=C(C(=C1F)F)F)F)F)(C1=C(C(=C(C(=C1F)F)F)F)F)C1=C(C(=C(C(=C1F)F)F)F)F)F)F)F)F.C[NH+](CCCCCCCCCCCCCC)CCCCCCCCCCCCCC